N-(4-(3,4-difluorophenyl)-5-(1-hydroxycyclobutyl)thiazol-2-yl)-5-((2-hydroxy-3-methoxybenzyl)amino)-3-methylpyridine-2-sulfonamide FC=1C=C(C=CC1F)C=1N=C(SC1C1(CCC1)O)NS(=O)(=O)C1=NC=C(C=C1C)NCC1=C(C(=CC=C1)OC)O